[2-({5-amino-6-fluoro-2-[(6-methoxy-2-methyl-1,2,3,4-tetra-hydroisoquinolin-7-yl)amino]-quinazolin-7-yl}amino)pyridin-4-yl]methanol NC1=C2C=NC(=NC2=CC(=C1F)NC1=NC=CC(=C1)CO)NC1=C(C=C2CCN(CC2=C1)C)OC